racemic-(E)-1,3-diphenylallyl acetate C(C)(=O)OC(\C=C\C1=CC=CC=C1)C1=CC=CC=C1